C1(=CC=CC=C1)N(C1=CC=2C(C(C3=CC(=CC=C3C2C=C1)N(C1=CC=CC=C1)C1=CC=CC=C1)=O)=O)C1=CC=CC=C1 2,7-bis(diphenylamino)phenanthrene-9,10-dione